C(=O)O.C1=CC=CC2=NC3=CC=CC=C3C(=C12)N acridin-9-amine formate